6-(3-amino-5-fluoro-6-(4-((1S,5R)-3-methyl-3-azabicyclo[3.1.0]hexan-1-yl)phenyl)pyrazin-2-yl)-4-methylisoquinolin-1(2H)-one NC=1C(=NC(=C(N1)F)C1=CC=C(C=C1)[C@]12CN(C[C@@H]2C1)C)C=1C=C2C(=CNC(C2=CC1)=O)C